N-(3-(azetidin-1-yl)propyl)-1-(3,4-dimethyl-2-(p-tolyl)-2H-pyrazolo[3,4-d]pyridazin-7-yl)piperidine-4-carboxamide N1(CCC1)CCCNC(=O)C1CCN(CC1)C1=NN=C(C=2C1=NN(C2C)C2=CC=C(C=C2)C)C